2-(5-phenyl-2H-tetrazol-2-yl)acetamide methyl-(7-(butylamino)-3-fluoro-1-(4-(hydroxymethyl)-2-methoxybenzyl)-1H-pyrazolo[4,3-d]pyrimidin-5-yl)carbamate CN(C(O)=O)C=1N=C(C2=C(N1)C(=NN2CC2=C(C=C(C=C2)CO)OC)F)NCCCC.C2(=CC=CC=C2)C=2N=NN(N2)CC(=O)N